CN1CCN(CC1)C1=CC(=NC2=CN=CC=C12)C1=CC=NC=C1 4-(4-methylpiperazin-1-yl)-2-(pyridin-4-yl)-1,7-naphthyridine